C(C1=CC=NC=C1)(=O)N1CCC(CC1)C(=O)N1N=CCC1C1=CC=CC=C1 (1-isonicotinoyl-piperidin-4-yl)(5-phenyl-4,5-dihydro-1H-pyrazol-1-yl)methanone